N[C@@H]1C2=CC=CC=C2CC12CCN(CC2)C=2NC(C1=C(N2)NN=C1C1(CC1)C=1C=C2C=CC=NC2=CC1)=O (S)-6-(1-amino-1,3-dihydrospiro[indene-2,4'-piperidine]-1'-yl)-3-(1-(quinolin-6-yl)cyclopropyl)-1,5-dihydro-4H-pyrazolo[3,4-d]pyrimidin-4-one